C(\C=C\C(=O)O)(=O)O (trans)-fumaric acid